N1=NC=CC2=CC=CN=C12 Azanaphthyridine